tert-butyl (5-hydroxy-2-methylpentan-2-yl)carbamate OCCCC(C)(C)NC(OC(C)(C)C)=O